FC1(CCN(CC1)C(=O)C=1C=CC(=NC1)C(C)C1=CC=2N(C=C1)C(N(N2)C)=O)F 7-(1-(5-(4,4-difluoropiperidine-1-carbonyl)pyridin-2-yl)ethyl)-2-methyl-[1,2,4]triazolo[4,3-a]pyridin-3(2H)-one